di(perfluorooctyl) diselenide FC(C(C(C(C(C(C(C(F)(F)F)(F)F)(F)F)(F)F)(F)F)(F)F)(F)F)(F)[Se][Se]C(C(C(C(C(C(C(C(F)(F)F)(F)F)(F)F)(F)F)(F)F)(F)F)(F)F)(F)F